[Si](C)(C)(C(C)(C)C)O[C@H]1[C@@H](C1)N(C)C Trans-2-((tert-butyldimethylsilyl)oxy)-N,N-dimethylcyclopropanamine